FC(C(=O)NCC1CN(C=2C(=NC=CN2)N1)C=1C=NC(=CC1)C(F)(F)F)=C 2-fluoro-N-({4-[6-(trifluoromethyl)pyridin-3-yl]-1H,2H,3H-[1,4]diazino[2,3-b]pyrazin-2-yl}methyl)prop-2-enamide